C(C1=CC=CC=C1)OC(=O)NC[C@@H]1N([C@H]2CC[C@@H](C[C@@H]2C1)CO)C(=O)OCC1=CC=CC=C1 Benzyl (2R,3aR,5S,7aS)-2-((((benzyloxy)carbonyl)amino)methyl)-5-(hydroxymethyl)octahydro-1H-indole-1-carboxylate